ClC=1C=C(C=C(C1)S(=O)(=O)C)NC(=O)C=1C=NN(C1)C1=NC=CC=C1OCC1=CN=CO1 N-(3-chloro-5-(methylsulfonyl)phenyl)-1-(3-(oxazol-5-ylmethoxy)pyridin-2-yl)-1H-pyrazole-4-carboxamide